3-((2-(isoindolin-2-yl)-2-oxoethyl)amino)adamantan-1-yl (4-hydroxybutyl)carbamate OCCCCNC(OC12CC3(CC(CC(C1)C3)C2)NCC(=O)N2CC3=CC=CC=C3C2)=O